10-oxa-4-aza-tricyclo[5.2.1.02,6]Dec-8-ene-3,5-dione C12C3C(NC(C3C(C=C1)O2)=O)=O